FC1=C(C=C(C=C1)N1N=CC2=CC(=CC=C12)C1CCN(CC1)S(=O)(=O)C)O 2-Fluoro-5-(5-(1-(methylsulfonyl)piperidin-4-yl)-1H-indazol-1-yl)phenol